O[C@@H]1[C@H](COC2=CC(=CC=C12)C1=C(C=CC=C1)[N-]S(=O)(=O)C(F)(F)F)CC1=NC=C(C=C1)C1=CC=CC=C1 (2-((3S,4R)-4-hydroxy-3-((5-phenylpyridin-2-yl)methyl)chroman-7-yl)phenyl)((trifluoromethyl)sulfonyl)amide